styrene magnesium bromide [Br-].[Mg+2].C=CC1=CC=CC=C1.[Br-]